N-(3-bromo-5-fluorobenzyl)-8-cyclopentyl-7-((2-(trimethylsilyl)ethoxy)methyl)-7H-purine-6-carboxamide BrC=1C=C(CNC(=O)C2=C3N(C(=NC3=NC=N2)C2CCCC2)COCC[Si](C)(C)C)C=C(C1)F